tert-Butyl (2-(phenylsulfonamido)ethyl)carbamate C1(=CC=CC=C1)S(=O)(=O)NCCNC(OC(C)(C)C)=O